4-isopropyl-6-methylthio-1,3,5-triazine-2-amine C(C)(C)C1=NC(=NC(=N1)SC)N